NC(CCNC(=O)C1=C(C2=C(CCC3=CN(N=C23)CC2=CC=C(C=C2)Cl)O1)C)=O N-(3-amino-3-oxopropyl)-2-(4-chlorobenzyl)-8-methyl-4,5-dihydro-2H-furo[2,3-g]indazole-7-carboxamide